FC1(CCN(CCC1)C1=C(C(=O)NC2=CC(=C(C=C2)F)C(N)=NO)C=C(C(=N1)C)C(F)(F)F)F 2-(4,4-difluoroazepan-1-yl)-N-(4-fluoro-3-(N'-hydroxycarbamimidoyl)phenyl)-6-methyl-5-(trifluoromethyl)nicotinamide